OC(CCC[C@@H](C)[C@H]1CC[C@H]2[C@@H]3CC[C@H]4[C@H]([C@H](CC[C@]4(C)[C@H]3CC[C@]12C)O)O)C1=C(C=CC=C1)C 24-[Hydroxy(2-methylphenyl)methyl]-5α-cholane-3β,4β-diol